C(CCCCCCCC(=O)OCC=CCCCCCC)(=O)OCC(COC(CCCCCC(=O)OC(CCCCCCCC)CCCCCCCC)=O)CO (Z)-1-(3-((7-(heptadecan-9-yloxy)-7-oxoheptanoyl)oxy)-2-(hydroxymethyl)propyl) 9-(non-2-en-1-yl) nonanedioate